NC=1C2=C(N=CN1)N(C=C2)[C@H]2[C@@H]([C@@H]([C@H](C2)CCC=2C=CC=1C(=NC=3NCC(CC3C1)O)C2)O)O (1R,2S,3R,5S)-3-(4-amino-7H-pyrrolo[2,3-d]pyrimidin-7-yl)-5-(2-(3-hydroxy-1,2,3,4-tetrahydrobenzo[b][1,8]naphthyridin-8-yl)ethyl)cyclopentane-1,2-diol